5-[(S)-2-pyrrolidinyl]-1H-tetrazole N1[C@@H](CCC1)C1=NN=NN1